undecenon CC(C=CCCCCCCC)=O